(R/S)-2-(4-(4-((1-(acetoxymethyl)cyclobutyl)amino)-5-oxo-6,7-dihydrothieno[3,2-d]pyrimidin-2-yl)phenyl)-2-methylpropanoic acid C(C)(=O)OCC1(CCC1)NC=1C2=C(N=C(N1)C1=CC=C(C=C1)C(C(=O)O)(C)C)CC[S@]2=O |r|